rac-N-{(1R,6S)-2,2-difluoro-6-[4-(propan-2-yl)piperazin-1-yl]cyclohexyl}-4-(5-methoxy-1,2,4-thiadiazol-3-yl)-4-methylpiperidine-1-carboxamide FC1([C@@H]([C@H](CCC1)N1CCN(CC1)C(C)C)NC(=O)N1CCC(CC1)(C)C1=NSC(=N1)OC)F |r|